FC1(CN[C@@H]2[C@H]1N(CC2)C(CC(C(=O)O)(C)C)C)F 4-((cis)-6,6-difluorohexahydropyrrolo[3,2-b]pyrrol-1(2H)-yl)-2,2-dimethylpentanoic acid